N~2~-(1-cyclopropyl-5-methyl-1H-pyrazol-4-yl)-6-fluoro-7-(8-methyl-2,3-dihydro-1H-pyrido[2,3-b][1,4]oxazin-7-yl)quinazoline-2,5-diamine C1(CC1)N1N=CC(=C1C)NC1=NC=2C=C(C(=C(C2C=N1)N)F)C1=C(C2=C(OCCN2)N=C1)C